5-((2S,3R,4S,5R)-3,4-dihydroxy-5-(hydroxymethyl)tetrahydrofuran-2-yl)-1-(2-(dimethylamino)ethyl)pyrimidine O[C@H]1[C@@H](O[C@@H]([C@H]1O)CO)C=1C=NCN(C1)CCN(C)C